tert-butyl 4-(6-pyrazolo[1,5-a]pyridin-3-yl-2-pyridyl)piperazine-1-carboxylate N1=CC(=C2N1C=CC=C2)C2=CC=CC(=N2)N2CCN(CC2)C(=O)OC(C)(C)C